C(C)(=O)NC(C(=O)O)CC1=CC=CC=C1 2-acetylamino-3-phenyl-propionic acid